The molecule is a quadruply-charged nucleotide-sugar oxoanion obtained via deprotonation of the phosphate and diphosphate OH groups of UDP-N-acetyl-alpha-D-glucosamine 3-phosphate; major species at pH 7.3. It is a conjugate base of an UDP-N-acetyl-alpha-D-glucosamine 3-phosphate. CC(=O)N[C@@H]1[C@H]([C@@H]([C@H](O[C@@H]1OP(=O)([O-])OP(=O)([O-])OC[C@@H]2[C@H]([C@H]([C@@H](O2)N3C=CC(=O)NC3=O)O)O)CO)O)OP(=O)([O-])[O-]